O1COC=C1C=1C(=NN2C1C=CC=C2)OC [1,3]dioxol-5-yl-methoxy-pyrazolo[1,5-a]pyridine